7-(4-(4-(benzo[b]thiophen-4-yl)piperazin-1-yl)butoxy)quinolin-2-yl butyl carbonate C(OC1=NC2=CC(=CC=C2C=C1)OCCCCN1CCN(CC1)C1=CC=CC=2SC=CC21)(OCCCC)=O